1-((S)-2-(3-((2-(4-methoxypiperidin-1-yl)pyrimidin-4-yl)amino)-8-((2R,3S)-2-methyl-3-((methylsulfonyl)methyl)azetidin-1-yl)isoquinolin-5-yl)piperidin-1-yl)prop-2-en-1-one COC1CCN(CC1)C1=NC=CC(=N1)NC=1N=CC2=C(C=CC(=C2C1)[C@H]1N(CCCC1)C(C=C)=O)N1[C@@H]([C@H](C1)CS(=O)(=O)C)C